5-[(9aS)-8-(2-chloro-3-methoxy-benzoyl)-3,4,6,7,9,9a-hexahydro-1H-pyrazino[2,1-c][1,4]oxazin-3-yl]-2-fluoro-benzonitrile ClC1=C(C(=O)N2C[C@H]3COC(CN3CC2)C=2C=CC(=C(C#N)C2)F)C=CC=C1OC